BrC=1C=C2C=CN(C(C2=C(C1)F)=O)CCC[C@H](C)NC=1C=NN(C(C1C(F)(F)F)=O)COCC[Si](C)(C)C 6-bromo-8-fluoro-2-[(4S)-4-[[6-oxo-5-(trifluoromethyl)-1-(2-trimethylsilylethoxymethyl)pyridazin-4-yl]amino]pentyl]isoquinolin-1-one